tri(2,2'-bipyridine) ruthenium chloride [Ru](Cl)(Cl)Cl.N1=C(C=CC=C1)C1=NC=CC=C1.N1=C(C=CC=C1)C1=NC=CC=C1.N1=C(C=CC=C1)C1=NC=CC=C1